3-(5-amino-6-(1-(methyl-d3)-1H-1,2,4-triazol-3-yl)pyrazin-2-yl)-N-(1-azabicyclo[2.2.1]heptan-4-yl)-4-(methyl-d3)benzenesulfonamide NC=1N=CC(=NC1C1=NN(C=N1)C([2H])([2H])[2H])C=1C=C(C=CC1C([2H])([2H])[2H])S(=O)(=O)NC12CCN(CC1)C2